C[S@@](=O)C[C@H]1[C@@H](N(C1)C(=O)OC(C)(C)C)C |&1:1| rac-tert-butyl (trans)-3-(methanesulfinylmethyl)-2-methylazetidine-1-carboxylate